[K].C1=CC=CC2=CC=CC=C12 naphthalene potassium